(R)-4-benzyl-3-propionylOxazolidin-2-one C(C1=CC=CC=C1)[C@H]1N(C(OC1)=O)C(CC)=O